5-bromo-3H-2-benzofuran-1-one BrC1=CC2=C(C(OC2)=O)C=C1